[(2S)-oxan-2-yl]methanamine O1[C@@H](CCCC1)CN